lithium pentahydroxyphenylpropionate OC1=C(C(=C(C(=C1C(C(=O)[O-])C)O)O)O)O.[Li+]